1,3,3,5-tetramethyl-1,1,5,5-tetraphenyltrisiloxane C[Si](O[Si](O[Si](C1=CC=CC=C1)(C1=CC=CC=C1)C)(C)C)(C1=CC=CC=C1)C1=CC=CC=C1